3-{5-[(R)-(1,3-dimethyl-azetidin-3-yl)-hydroxy-(4-isopropyl-phenyl)-methyl]-pyridin-3-yl}-1-(tetrahydro-pyran-4-yl)-prop-2-yn-1-ol CN1CC(C1)(C)[C@@](C=1C=C(C=NC1)C#CC(O)C1CCOCC1)(C1=CC=C(C=C1)C(C)C)O